FC1=C(C=CC=C1F)NC(=O)C1C(N(CCC1C1=CC=C(C=C1)F)C)=O anti-N-(2,3-difluorophenyl)-4-(4-fluorophenyl)-1-methyl-2-oxopiperidine-3-carboxamide